C(C1=CC=CC=C1)OC1=C(C(=C2C=CC(=CC2=C1)NC(C1=CC=C(C=C1)NC1=CC2=C(N(C(N2C)=O)C2C(NC(CC2)=O)=O)C=C1)=O)F)N1S(NC(C1)=O)(=O)=O N-[7-benzyloxy-5-fluoro-6-(1,1,4-trioxo-1,2,5-thiadiazolidin-2-yl)-2-naphthyl]-4-[[1-(2,6-dioxo-3-piperidyl)-3-methyl-2-oxo-benzimidazol-5-yl]amino]benzamide